rubidium 2,2-dimethylolbutyrate C(O)C(C(=O)[O-])(CC)CO.[Rb+]